3-{[3-fluoro-4-(piperazin-1-yl)phenyl]amino}piperidine-2,6-dione hydrochloride Cl.FC=1C=C(C=CC1N1CCNCC1)NC1C(NC(CC1)=O)=O